4-(3,4-Dihydroxyphenyl)-7-hydroxy-5-methyl-chroman-2-one OC=1C=C(C=CC1O)C1CC(OC2=CC(=CC(=C12)C)O)=O